N-1-methoxymethylpropylmethacrylamide COCNC(C(=CCCC)C)=O